tert-butyl (S)-2-(3-(prop-1-en-2-yl)thiophen-2-yl)pyrrolidine-1-carboxylate C=C(C)C1=C(SC=C1)[C@H]1N(CCC1)C(=O)OC(C)(C)C